C(#N)/C(/C(=O)NC1=CC=C(C(=O)N)C=C1)=C(\C=1C=NOC1C)/O 4-[[(Z)-2-cyano-3-hydroxy-3-(5-methylisoxazol-4-yl)prop-2-enoyl]amino]benzamide